CN(CCCl)CCCl methyldi(chloroethyl)amine